OCCC=1C(=C(C=CC1)CC(=O)OC(C)(C)C)C(=C)C tert-butyl 2-(3-(2-hydroxyethyl)-2-(prop-1-en-2-yl)phenyl)acetate